C(C)(C)(C)OC(=O)N1CC2=C(CC1)NN=C2C2=CC=C(C=C2)F 3-(4-Fluorophenyl)-1,4,6,7-tetrahydro-5H-pyrazolo[4,3-c]pyridine-5-carboxylic acid tert-butyl ester